(((R)-6-((Z)-4-(bicyclo[2.2.2]octan-1-ylmethylene)-2,5-dioxoimidazolidin-1-yl)spiro[3.3]heptan-2-yl)oxy)nicotinamide C12(CCC(CC1)CC2)\C=C\2/NC(N(C2=O)C2CC1(CC(C1)OC1=C(C(=O)N)C=CC=N1)C2)=O